Phosphonotricine P(=O)(O)(O)OCC(NCC(=O)O)(CO)CO